ClC=1C=C(C=CC1F)N1C=NC=C1C (3-chloro-4-fluorophenyl)-5-methyl-1H-imidazole